tert-butyl (1S,5R)-6-ethynyl-3-azabicyclo[3.1.0]hexane-3-carboxylate C(#C)C1[C@H]2CN(C[C@@H]12)C(=O)OC(C)(C)C